6-(2-methoxyethyl)-4-phenylisoindoline-2-carbonitrile COCCC1=CC(=C2CN(CC2=C1)C#N)C1=CC=CC=C1